C[Si](OC(O[Si](C)(C)C)[SiH2]CCCCCCCC[Si](Cl)(Cl)C)(C)C 1-bis(trimethylsiloxy)methylsilyl-8-methyldichlorosilyloctane